CN1C(N=NC1=S)CCC 4-methyl-3-propyl-1,2,4-triazoline-5-thione